C(C(=C)C)(=O)OCCC[Si](OCC)(OCC)C (3-methacryloxypropyl)-methyldiethoxysilane